(S)-1-((S)-2-((6-oxo-5-(trifluoromethyl)-1,6-dihydropyridazin-4-yl)amino)propyl)pyrrolidine O=C1C(=C(C=NN1)N[C@H](CN1CCCC1)C)C(F)(F)F